N-hydroxy-4-((N-(pyridin-3-ylmethyl)dibenzo[b,d]furan-2-sulfonamido)methyl)benzamide ONC(C1=CC=C(C=C1)CN(S(=O)(=O)C1=CC2=C(OC3=C2C=CC=C3)C=C1)CC=1C=NC=CC1)=O